ClCC(=O)NC1=CC(=NC=C1Cl)N1C[C@@H](CC1)F (R)-2-chloro-N-(5-chloro-2-(3-fluoropyrrolidin-1-yl)pyridin-4-yl)acetamide